[Co+]=O.[Li+] lithium-cobalt (III) oxide